2-(2-(2,5-difluorobenzylidene)hydrazino)-4-methyl-5-(1-(guanidinoimino)ethyl)-thiazole FC1=C(C=NNC=2SC(=C(N2)C)C(C)=NNC(=N)N)C=C(C=C1)F